5-(8-((1S,2S)-2-phenylcyclopropyl)imidazo[1,2-b]pyridazin-6-yl)pyrimidine-2,4(1H,3H)-dione C1(=CC=CC=C1)[C@@H]1[C@H](C1)C=1C=2N(N=C(C1)C=1C(NC(NC1)=O)=O)C=CN2